(3E)-8-bromo-3-octen-1-ol BrCCCC/C=C/CCO